4,4-difluoro-pyrrolidine-1-carboxylic acid tert-butyl ester C(C)(C)(C)OC(=O)N1CCC(C1)(F)F